N-(5-Fluoropyridin-2-yl)-2-(2-ethyl-5-oxopyrazolo[1,5-a]pyrido[3,2-e]pyrimidin-4(5H)-yl)acetamide FC=1C=CC(=NC1)NC(CN1C=2N(C3=C(C1=O)C=CC=N3)N=C(C2)CC)=O